4-(1-(3,3-difluoropropyl)-5-((5,7-dimethyl-1H-indol-4-yl)methyl)azepan-4-yl)benzoic acid FC(CCN1CCC(C(CC1)CC1=C2C=CNC2=C(C=C1C)C)C1=CC=C(C(=O)O)C=C1)F